ClC=1C=C(C=2CC[C@H](C2C1)O)S(=O)(=O)NC1=C(C(=C(C=C1)F)C=1C=C2C=NC(=NC2=CC1)NC1CCN(CC1)C)F (R)-6-chloro-N-(2,4-difluoro-3-(2-((1-methylpiperidin-4-yl)amino)quinazolin-6-yl)phenyl)-1-hydroxy-2,3-dihydro-1H-indene-4-sulfonamide